FC(C(=O)O)(F)F.FC1=C(C=CC(=C1)F)S(=O)(=O)NC=1C(=NC=C(C1)C1=CC2=C(N=CN=C2N2CCNCC2)S1)OC 2,4-difluoro-N-(2-methoxy-5-(4-(piperazin-1-yl)thieno[2,3-d]pyrimidin-6-yl)pyridin-3-yl)benzenesulfonamide trifluoroacetate salt